CN(C)C(N1N=NC2=C1C=CC=C2)N(C)C 1-[bis(dimethylamino)methyl]-1H-benzotriazole